P(O)(O)O.CN1C(CC(CC1(C)C)O)(C)C.CN1C(CC(CC1(C)C)O)(C)C.CN1C(CC(CC1(C)C)O)(C)C tris(1,2,2,6,6-pentamethyl-4-hydroxypiperidine) phosphite